C1(=CC=C(C=C1)CC(=O)NN1C(=NC2=CC(=CC=C2C1=O)F)N1CCCC1)C1=CC=CC=C1 2-Biphenyl-4-yl-N-(7-fluoro-4-oxo-2-pyrrolidin-1-yl-4H-quinazolin-3-yl)-acetamide